3,4,5-trihydroxy-2H-pyran-2-carboxylic acid OC=1C(OC=C(C1O)O)C(=O)O